1-(5-((2,3-dihydro[1,4]dioxino[2,3-b]pyridin-7-yl)sulfonyl)-3,4,5,6-tetrahydropyrrolo[3,4-c]pyrrol-2(1H)-yl)-3-hydroxy-2-phenylpropan-1-one O1CCOC2=NC=C(C=C21)S(=O)(=O)N2CC1=C(C2)CN(C1)C(C(CO)C1=CC=CC=C1)=O